(R)-N-(5-cyano-4-((2-(methylthio)ethyl)amino)pyridin-2-yl)-7-formyl-6-((3-methoxy-2-oxopyrrolidin-1-yl)methyl)-3,4-dihydro-1,8-naphthyridine-1(2H)-carboxamide C(#N)C=1C(=CC(=NC1)NC(=O)N1CCCC2=CC(=C(N=C12)C=O)CN1C([C@@H](CC1)OC)=O)NCCSC